2-bromoethyl-triphenylphosphine bromide [Br-].BrCCC1=C(C=CC=C1)P(C1=CC=CC=C1)C1=CC=CC=C1